2-methoxy-4-(4-methylpiperidin-1-yl)aniline COC1=C(N)C=CC(=C1)N1CCC(CC1)C